C(C1=CC=CC=C1)OCC1CN(C1)C1=CC(=C(C(=O)O)C=C1)CO 4-{3-[(benzyloxy)methyl]azetidin-1-yl}-2-(hydroxymethyl)benzoic acid